3,3,7,7-tetramethyl-nonane-4,6-dione CC(CC)(C(CC(C(CC)(C)C)=O)=O)C